6-bromo-4-chloro-5-iodopyridin-2-amine BrC1=C(C(=CC(=N1)N)Cl)I